(4R)-4-[(3-methyl-6-nitro-2-oxo-benzimidazol-1-yl)methyl]oxazolidin-2-one CN1C(N(C2=C1C=CC(=C2)[N+](=O)[O-])C[C@H]2NC(OC2)=O)=O